CN1C(=NN=C1C1=NC=NC=C1)CNC=1C=C(C(=O)N)C=CC1 3-((4-methyl-5-(pyrimidin-4-yl)-4H-1,2,4-triazol-3-yl)methylamino)benzamide